3,3'-biindolinylidene N1CC(C2=CC=CC=C12)=C1CNC2=CC=CC=C12